2',6'-diaminoacetophenone NC1=C(C(=CC=C1)N)C(C)=O